N-Boc-5-bromoindole-2-boronic acid C(=O)(OC(C)(C)C)N1C(=CC2=CC(=CC=C12)Br)B(O)O